N1=CC=C(C=C1)C1=CC=C(C=C1)CC#N 2-(4-(pyridin-4-yl)phenyl)acetonitrile